N[C@@H](CC(=O)O)C(=O)C12CC=C(N1)C=C1C=CC(=N1)C=C1C=CC(N1)=CC=1C=CC(N1)=C2 mono-L-aspartyl-dihydroporphin